3-ethyl-6-methoxy-4-(1-(3-methyloxetan-3-yl)-1H-benzo[d]imidazol-2-yl)benzene-1,2-diol C(C)C1=C(C(=C(C=C1C1=NC2=C(N1C1(COC1)C)C=CC=C2)OC)O)O